alanyl-histamine N[C@@H](C)C(=O)NCCC1=CNC=N1